C(\C=C\CCCCCCCCCCCC(=O)O)C(=O)O trans-2-tetradecene-1,14-dicarboxylic acid